O=C(CCCC1=NNC(C2=CC=CC=C12)=O)N1C2CN(CC1CC2)C2=NC=C1N=CN(C1=N2)C2OCCCC2 4-(4-oxo-4-(3-(9-(tetrahydro-2H-pyran-2-yl)-9H-purin-2-yl)-3,8-diazabicyclo[3.2.1]octan-8-yl)butyl)phthalazin-1(2H)-one